2-(2,2-difluoroethoxy)-1-fluoro-3-isothiocyanatobenzene FC(COC1=C(C=CC=C1N=C=S)F)F